(2S)-2-[(5-amino-3-chloropyridin-2-yl)formylamino]glutaric acid 1,5-diethyl ester C(C)OC([C@H](CCC(=O)OCC)NC(=O)C1=NC=C(C=C1Cl)N)=O